N=1C=2N(CC1)N=CC2 pyrazolo[1,5-a]imidazole